N-(4-(trifluoromethyl)benzylidene)methylamine FC(C1=CC=C(C=NC)C=C1)(F)F